1-(2-(4-(1-(2,6-dichlorophenyl)azetidin-3-yl)phenyl)propan-2-yl)piperidine-4-carboxylic acid ClC1=C(C(=CC=C1)Cl)N1CC(C1)C1=CC=C(C=C1)C(C)(C)N1CCC(CC1)C(=O)O